COC(=O)[C@H]1N(CCC1)C(=O)C1=CC2=C(S1)C=C(C(=C2)OC)OC (S)-1-(5,6-dimethoxybenzo[b]thiophene-2-carbonyl)pyrrolidine-2-carboxylic acid methyl ester